trans-6-chloro-N-(5-chloro-1-cyclopropyl-1H-pyrazol-4-yl)-7-(2,6-dimethyl-1-(oxetan-3-yl)piperidin-4-yl)quinazolin-2-amine ClC=1C=C2C=NC(=NC2=CC1C1CC(N(C(C1)C)C1COC1)C)NC=1C=NN(C1Cl)C1CC1